NC=1C=C(C(=O)N(C)OC)C=C(C1)C(F)(F)F 3-amino-N-methoxy-N-methyl-5-(trifluoromethyl)benzamide